methyl (S)-7-(tert-butoxycarbonyl)amino-1,2,3-trimethoxy-9-oxo-5,6,7,9-tetrahydrobenzo[a]heptalen-10-carboxylate C(C)(C)(C)OC(=O)N[C@H]1CCC2=C(C3=CC=C(C(C=C13)=O)C(=O)OC)C(=C(C(=C2)OC)OC)OC